rac-(1S*,2S*)-2-(3-chlorophenyl)-N-(6-((6-cyclopropylimidazo[1,2-a]pyridin-2-yl)methyl)pyrimidin-4-yl)cyclopropane-1-carboxamide ClC=1C=C(C=CC1)[C@@H]1[C@H](C1)C(=O)NC1=NC=NC(=C1)CC=1N=C2N(C=C(C=C2)C2CC2)C1 |r|